silver(I) benzene C1=CC=CC=C1.[Ag+]